tertiary-butyl [6-(1,2-dihydroxyethyl)-5-fluoropyridin-3-yl]carbamate OC(CO)C1=C(C=C(C=N1)NC(OC(C)(C)C)=O)F